C(CCC[Se][Se]CCCC(=O)O)(=O)O 4,4'-diseleno-dibutyric acid